4-{2-[(methylsulfonyl)amino]Propan-2-yl}pyridine CS(=O)(=O)NC(C)(C)C1=CC=NC=C1